NC1CC2CCC(C1)N2C=2N(C(C1=C(N2)NC=C1C1=C(C2=CN(N=C2C=C1)CC)Cl)=O)C 2-(Endo-3-amino-8-azabicyclo[3.2.1]oct-8-yl)-5-(4-chloro-2-ethyl-2H-indazol-5-yl)-3-methyl-3,7-dihydro-4H-pyrrolo[2,3-d]pyrimidin-4-one